BrC=1C(=C(C(=CC1)NC)N)F 4-bromo-3-fluoro-N1-methylbenzene-1,2-diamine